C(C(C)C)(=O)OCCCCCCCCCCCCCCCC(C)C 16-Methylheptadecyl isobutyrate